[Si](C)(C)(C(C)(C)C)OCC(OC=1C=2N(C=C(C1)C=1C=NN(C1C)C1CC3(C1)CCN(CC3)C(=O)OC(C)(C)C)N=CC2Cl)C2=NC=CC=C2 tert-butyl 2-[4-[4-[2-[tert-butyl(dimethyl)silyl]oxy-1-(2-pyridyl) ethoxy]-3-chloro-pyrazolo[1,5-a]pyridin-6-yl]-5-methyl-pyrazol-1-yl]-7-azaspiro[3.5]nonane-7-carboxylate